ClC=1C=C(C2=C(NC=N2)C1)C 6-chloro-4-methyl-1H-benzo[d]imidazole